N-[3-(morpholin-4-yl)propyl]-2-[(quinolin-4-yl)amino]benzamide N1(CCOCC1)CCCNC(C1=C(C=CC=C1)NC1=CC=NC2=CC=CC=C12)=O